C1(CCC1)[C@@H](C(=O)N1CC2(CC2)C(C1CC=1C(=C(C=CC1)C1=CC=CC=C1)F)NS(=O)(=O)C)O N-(5-((S)-2-cyclobutyl-2-hydroxyacetyl)-6-((2-fluoro-[1,1'-biphenyl]-3-yl)methyl)-5-azaspiro[2.4]heptan-7-yl)methanesulfonamide